COC(CC1(CNC(C1)=O)NC(=O)OCC1=CC=CC=C1)=O 2-[5-oxo-3-(phenylmethoxycarbonylamino)pyrrolidin-3-yl]acetic acid methyl ester